2-[2-(2-p-toluenesulfonyl-5-methyl-phenyl)-phenethyl]-N-methylpiperidine CC1=CC=C(C=C1)S(=O)(=O)C1=C(C=C(C=C1)C)C1=C(CCC2N(CCCC2)C)C=CC=C1